ClC1=CC(=C(COC2=CC=CC(=N2)C2=CC(=C(OC3=NC4=C(N3C[C@H]3OCC3)C=C(C=C4)C(=O)OC)C=C2)F)C=C1)F methyl (S)-2-(4-(6-((4-chloro-2-fluorobenzyl) oxy) pyridin-2-yl)-2-fluorophenoxy)-1-(oxetan-2-ylmethyl)-1H-benzo[d]imidazole-6-carboxylate